(2S)-2-[9H-fluoren-9-yl-methoxycarbonyl-(methyl)amino]pentanoic acid C1=CC=CC=2C3=CC=CC=C3C(C12)COC(=O)N([C@H](C(=O)O)CCC)C